N-(2-(2-(4-(2-methylbenzyloxy)phenoxy)ethoxy)ethyl)cyclopentylamine CC1=C(COC2=CC=C(OCCOCCNC3CCCC3)C=C2)C=CC=C1